4-(hydroxymethyl)-2-oxopiperidine-4-carboxylic acid OCC1(CC(NCC1)=O)C(=O)O